6-ethyl-N'-((1,2,3,5,6,7-hexahydro-s-indacen-4-yl)carbamoyl)-6-methyl-6,7-dihydro-5H-pyrazolo[5,1-b][1,3]oxazine-3-sulfonimidamide C(C)C1(CN2C(OC1)=C(C=N2)S(=O)(N)=NC(NC2=C1CCCC1=CC=1CCCC21)=O)C